F[C@H](C(=O)NC1=C(C=C(C=C1)NCC1=CC=C(C=C1)C(F)(F)F)N1CCCC1)[C@@H](CCCCC)F (2R,3R)-2,3-Difluoro-N-(2-(pyrrolidin-1-yl)-4-((4-(trifluoromethyl)benzyl)amino)phenyl)octanamid